C1(CC1)C#CC1=NN=C(S1)NC(=O)C=1C=NC(=CC1C1=CC(=NC=C1OC)C(F)F)OCC1CCOCC1 N-(5-(cyclopropylethynyl)-1,3,4-thiadiazol-2-yl)-2'-(difluoromethyl)-5'-methoxy-6-((tetrahydro-2H-pyran-4-yl)methoxy)-[4,4'-bipyridine]-3-carboxamide